[Cl-].C(=C)N1C=[N+](C=C1)CCCC 1-vinyl-3-butyl-imidazolium chloride